O1C(=CC=C1)C1=NOC(=N1)C(=O)OCC ethyl 3-(furan-2-yl)-1,2,4-oxadiazole-5-carboxylate